N-(BUTAN-2-YL)-2-(2-FORMYLPHENOXY)ACETAMIDE CC(CC)NC(COC1=C(C=CC=C1)C=O)=O